COC1=CC=C(C=C1)CC(C)=O p-methoxyphenylacetone